FC1(CN(C1)C1=NC=CC=C1CC(CC1(CCOC2(CCCC2)C1)C1=NC=CC=C1)N)F ((2-(3,3-difluoroazetidin-1-yl)pyridin-3-yl)methyl)-2-(9-(pyridin-2-yl)-6-oxaspiro[4.5]decan-9-yl)ethanamine